2-(trifluoromethyl)acrylic acid anhydride FC(C(C(=O)OC(C(=C)C(F)(F)F)=O)=C)(F)F